sulfoxymagnesium O(S(=O)(=O)O)[Mg]